3-[(2E)-3,7-dimethyl-2,6-octadien-1-yl]-2-hydroxy-4-methoxy-6-(2-phenylethyl)-benzoic acid C\C(=C/CC=1C(=C(C(=O)O)C(=CC1OC)CCC1=CC=CC=C1)O)\CCC=C(C)C